P(O)(O)N.COC1=C(C=C2C(=NC=NC2=C1)C1=CC=C(C=C1)NC(CC1=CC=C(C=C1)C(F)(F)F)=O)OCCCN1[C@@H]2CN([C@H](C1)C2)C N-(4-(7-methoxy-6-(3-((1S,4S)-5-methyl-2,5-diazabicyclo[2.2.1]heptan-2-yl)propoxy)Quinazolin-4-yl)phenyl)-2-(4-(trifluoromethyl)phenyl)acetamide phosphoramidite